tert-butyl (1R,5S)-3-(4-cyano-3-(((2R,7aS)-2-fluorotetrahydro-1H-pyrrolizin-7a(5H)-yl)methoxy)-5,6,7,8-tetrahydro-2,6-naphthyridin-1-yl)-3,8-diazabicyclo[3.2.1]octane-8-carboxylate C(#N)C1=C(N=C(C=2CCNCC12)N1C[C@H]2CC[C@@H](C1)N2C(=O)OC(C)(C)C)OC[C@]21CCCN1C[C@@H](C2)F